ClC=1C=C(C=C2C(NC(S2)=O)=O)C=CC1F (3-chloro-4-fluorobenzylidene)-2,4-thiazolidinedione